5-((1-hydroxypropan-2-yl)amino)-2-(4-methoxybenzyl)-4-(trifluoromethyl)pyridazin-3(2H)-one OCC(C)NC1=C(C(N(N=C1)CC1=CC=C(C=C1)OC)=O)C(F)(F)F